ClC1=CC=2C=3C=NN4C=CC(NCCOCCOC(=C1)C2)=NC34 4-chloro-7,10-dioxa-13,17,18,21-tetrazatetracyclo[12.5.2.12,6.017,20]docosa-1(20),2(22),3,5,14(21),15,18-heptaene